ClC=1C=C(OC2CCC(CC2)NC(=O)C=2N=NC(=CC2)N2CCC(CC2)N2CCN(CC2)CC=2C=C3CN(C(C3=CC2F)=O)C2C(NC(CC2)=O)=O)C=CC1C#N N-((1r,4r)-4-(3-chloro-4-cyanophenoxy)cyclohexyl)-6-(4-(4-((2-(2,6-dioxopiperidine-3-yl)-6-fluoro-1-oxoisoindoline-5-yl)methyl)piperazin-1-yl)piperidin-1-yl)pyridazine-3-carboxamide